C(C=C)(=O)O[C@H]1C[C@H]([C@@H](CC1)C(C)C)C (1R,3R,4S)-4-isopropyl-3-methylcyclohexyl acrylate